N-(5-Chloro-1H-pyrrolo[3,2-b]pyridin-3-yl)-1-methyl-5-(trifluoromethoxy)-1H-benzo[d]imidazol-2-amine ClC1=CC=C2C(=N1)C(=CN2)NC2=NC1=C(N2C)C=CC(=C1)OC(F)(F)F